C(C)(C)(C)OC(=O)N1C(=CC2=CC=C(C=C12)F)B(O)O (1-(tert-butoxycarbonyl)-6-fluoro-1H-indol-2-yl)boronic acid